ethyl 2-(2-ethoxy-5-fluorophenyl)-2,2-difluoroacetate C(C)OC1=C(C=C(C=C1)F)C(C(=O)OCC)(F)F